[C@@H]1([C@@H](CCCC1)O)O (1R,2R)-cyclohexane-1,2-diol